(R)-1-(2-fluoro-3-(trifluoromethyl)phenyl)-3-(5-fluoro-6-(4-(morpholin-3-yl)-1H-imidazol-1-yl)pyridin-3-yl)-1-methylurea FC1=C(C=CC=C1C(F)(F)F)N(C(=O)NC=1C=NC(=C(C1)F)N1C=NC(=C1)[C@H]1NCCOC1)C